2-methylene-4-(1,2,2-trimethyl-3-bicyclo[3.1.0]hexanyl)butan-1-ol C=C(CO)CCC1C(C2(CC2C1)C)(C)C